1-[6-[(4-chloro-2-fluoro-phenyl)methoxy]-5-cyano-2-(methoxymethyl)pyridine-3-carbonyl]-N,N-dimethyl-piperidine-4-sulfonamide ClC1=CC(=C(C=C1)COC1=C(C=C(C(=N1)COC)C(=O)N1CCC(CC1)S(=O)(=O)N(C)C)C#N)F